NC1=NC=2C=CC(=CC2C2=C1[C@@H](OC2)C)C(=O)N(CC2=NC=C(C=C2)C(F)(F)F)[C@H]2[C@H](COCC2)C (3S)-4-amino-3-methyl-N-((3r,4r)-3-methyltetrahydro-2H-pyran-4-yl)-N-((5-(trifluoromethyl)-2-pyridinyl)methyl)-1,3-dihydrofuro[3,4-c]quinoline-8-carboxamide